2-(2-methylpiperidin-1-yl)-N-(6-oxo-1-phenyl-1,6-dihydropyridin-3-yl)acetamide CC1N(CCCC1)CC(=O)NC1=CN(C(C=C1)=O)C1=CC=CC=C1